5-{7-amino-[1,2,4]triazolo[1,5-a]pyridin-5-yl}-6-methylpyridin-2-carbonitrile NC1=CC=2N(C(=C1)C=1C=CC(=NC1C)C#N)N=CN2